(3-trifluoroethoxy-2-((trifluoroethoxy) methyl) propyl) difluorophosphate P(=O)(OCC(COCC(F)(F)F)COCC(F)(F)F)(F)F